(S)-2-(4-cyano-3,5-dimethylphenyl)-4-methyl-3-(2-sulfoxy-2,3-dihydro-1H-imidazol-1-yl)-2,4,6,7-tetrahydro-5H-pyrazolo[4,3-c]pyridine-5-carboxylic acid tert-butyl ester C(C)(C)(C)OC(=O)N1[C@H](C=2C(CC1)=NN(C2N2C(NC=C2)OS(=O)(=O)O)C2=CC(=C(C(=C2)C)C#N)C)C